5-(2-chloro-6-(1-methyl-1H-pyrazol-4-yl)phenyl)-3-methylenedihydrofuran-2(3H)-one ClC1=C(C(=CC=C1)C=1C=NN(C1)C)C1CC(C(O1)=O)=C